CC1(CC2(CC(N1)(C)C)OC1(CCCCCCCCCCC1)N(C2=O)CC2CO2)C 2,2,4,4-tetramethyl-7-oxa-3,20-diaza-20-(2,3-epoxypropyl)dispiro-[5.1.11.2]-heneicosan-21-one